C(#N)[C@@H]1C[C@@]2(CN1C([C@H](CC(C)(C)F)N(C(CCN(C)C)=O)C)=O)C(NC1=CC=CC=C12)=O N-((S)-1-((3R,5'S)-5'-cyano-2-oxospiro[indoline-3,3'-pyrrolidin]-1'-yl)-4-fluoro-4-methyl-1-oxopentan-2-yl)-3-(dimethylamino)-N-methylpropanamide